ClP(C1=CC=C(C=C1)[Si](CCCC)(CCCC)CCCC)C1=CC=CC2=C1OC1=C2C=CC=C1 chloro(dibenzo[b,d]furan-4-yl)(4-(tributylsilyl)phenyl)phosphine